C(#N)C1=C(CCN[C@H]1C)[NH-] (S)-(5-cyano-6-methyl-1,2,3,6-tetrahydropyridin-4-yl)amide